Benzyl (7-ethoxy-1-hydroxy-1,3-dihydrobenzo[c][1,2]oxaborole-6-carbonyl)-L-valinate C(C)OC1=C(C=CC2=C1B(OC2)O)C(=O)N[C@@H](C(C)C)C(=O)OCC2=CC=CC=C2